COC1=CC=C(C=C1)CNC(=O)NC1=CC=C(C=C1)CNC(=O)C1(COC1)C {[(4-methoxyphenyl)methyl]amino}-N-(4-{[(3-methyloxetan-3-yl)carbonylamino]methyl}phenyl)carboxamide